BrC1=C(C=CC=C1)C=1OC=2N=C3N(C(C2N1)=O)CCC3 2-(2-bromophenyl)-6,7-dihydrooxazolo[5,4-D]pyrrolo[1,2-a]pyrimidin-9(5H)-one